1-Octen-3-on C=CC(CCCCC)=O